FC=1C2=C(C(=NC1)C)CC(C2)CN(CCC2CN(C(O2)=O)C2=NC1=C(OCC(N1)=O)N=C2)C 6-[5-[2-[(4-Fluoro-1-methyl-6,7-dihydro-5H-cyclopenta[c]pyridin-6-yl)methyl-methylamino]ethyl]-2-oxo-1,3-oxazolidin-3-yl]-4H-pyrazino[2,3-b][1,4]oxazin-3-one